di(tert-butyl-dioxyisopropyl)benzene C(C)(C)(C)OOC(C)(C)C1=C(C=CC=C1)C(C)(C)OOC(C)(C)C